FC=1C=NC=NC1N1[C@H](COCC1)C1=CC=C(C=C1)C(F)(F)F 5-fluoro-6-((S)-3-(4-(trifluoromethyl)phenyl)morpholino)pyrimidin